1-trifluoromethyldecene FC(C=CCCCCCCCC)(F)F